racemic-6,7-difluoro-4-(1-(methylamino)ethyl)phthalazin-1(2H)-one FC=1C=C2C(=NNC(C2=CC1F)=O)[C@@H](C)NC |r|